BrC1=C(OC(C(=O)OCC)C)C=C(C(=C1)I)N1N=CC=C1 ethyl 2-(2-bromo-4-iodo-5-pyrazol-1-yl-phenoxy)propanoate